S(=O)(=O)([O-])S(=O)[O-] metabisulfite